S(=O)(=O)(C1=CC=C(C)C=C1)N1C2=C(C(=C1)S(=O)(=O)Cl)OC=C2 4-tosyl-4H-furo[3,2-b]pyrrole-6-sulfonyl chloride